2-(6-amino-3-chloropyridazin-4-yl)-4,4-difluorobut-2-enoic acid methyl ester COC(C(=CC(F)F)C1=C(N=NC(=C1)N)Cl)=O